C(C1=CC=CC=C1)N1[C@H](CC(CC1)C=1C=C2CN(C(C2=CC1)=O)C1C(NC(CC1)=O)=O)C 3-(5-((2S)-1-benzyl-2-methylpiperidin-4-yl)-1-oxoisoindolin-2-yl)piperidine-2,6-dione